3-(5-chloro-3-hydroxy-2-(isobutyryloxy)benzylideneamino)benzoic acid ClC=1C=C(C(=C(C=NC=2C=C(C(=O)O)C=CC2)C1)OC(C(C)C)=O)O